4-(3-(5-(difluoromethyl)-1,3,4-thiadiazol-2-yl)-6-(N-(1-(fluoromethyl)cyclopropyl)sulfamoyl)imidazo[1,2-a]pyridin-8-yl)-N,N-dimethylpiperazine-1-carboxamide FC(C1=NN=C(S1)C1=CN=C2N1C=C(C=C2N2CCN(CC2)C(=O)N(C)C)S(NC2(CC2)CF)(=O)=O)F